FC=1C=C(C=C(C1OC=1C=NN(C1)C)F)CO (3,5-difluoro-4-((1-methyl-1H-pyrazol-4-yl)oxy)phenyl)methanol